OCCS(=O)(=O)C1=CC=C(C=C1)O 4-((2-hydroxyethyl)sulfonyl)phenol